OC1=C(C=CC=C1)C1=NC=CC=C1 2-(2-hydroxyphenyl)-pyridine